COC1=C2C=NC=NC2=CC=C1 5-methoxyquinazoline